6-(3-methylpyrrolidin-1-yl)pyridin-3-amine CC1CN(CC1)C1=CC=C(C=N1)N